NC=1C=C(C=CC1)[C@@H]1C2=C(N(C([C@H]1NC(C1=CC(=CC=C1)C(F)(F)F)=O)=O)CC)N(N=C2)C2=CC=CC=C2 N-((4R,5S)-4-(3-aminophenyl)-7-ethyl-6-oxo-1-phenyl-4,5,6,7-tetrahydro-1H-pyrazolo[3,4-b]pyridin-5-yl)-3-(trifluoromethyl)benzamide